N1-((5-cyanopyridin-2-yl)methyl)-N1-(1-(pyrimidin-2-yl)ethyl)oxalamide 2,2,2-Trifluoroethyl-2-[(5-cyano-2-pyridyl)methyl-(1-pyrimidin-2-ylethyl)amino]-2-oxo-acetate FC(COC(C(=O)N(C(C)C1=NC=CC=N1)CC1=NC=C(C=C1)C#N)=O)(F)F.C(#N)C=1C=CC(=NC1)CN(C(C(=O)N)=O)C(C)C1=NC=CC=N1